C(C)(C)(C)C1=CC=C(C(S\C(=C(\C)/N(C=O)CC=2C(=NC(=NC2)C)N)\CCO)=O)C=C1 (Z)-S-(2-(N-((4-amino-2-methylpyrimidin-5-yl)methyl)formamido)-5-hydroxypent-2-en-3-yl) 4-(tert-butyl)benzothioate